tert-Butyl (2S,5R)-4-(bis(4-chlorophenyl)methyl)-2,5-dimethylpiperazine-1-carboxylate ClC1=CC=C(C=C1)C(N1C[C@@H](N(C[C@H]1C)C(=O)OC(C)(C)C)C)C1=CC=C(C=C1)Cl